C(#N)C1=NN2C([C@@H](N(C[C@@H]2C)C(=O)OC(C)(C)C)C)=C1 tertbutyl (4S,7S)-2-cyano-4,7-dimethyl-6,7-dihydro-4H-pyrazolo[1,5-a]pyrazine-5-carboxylate